C(=O)N1CCC(CC1)NC1=C(C=C(C=C1)N(S(=O)(=O)CCC)CC1=CC=C(C=C1)F)C#N N-(4-((1-formylpiperidin-4-yl)amino)-3-cyanophenyl)-N-(4-fluoro-benzyl)propanesulfonamide